BrC(CCCSC1=CC2=CC=CC=C2C=C1)C (4-bromopentyl)(naphthalen-2-yl)sulfane